5-(4-(2,2,2-trifluoro-1-phenylethoxy)phenyl)pyrazolo[1,5-a]pyrimidin FC(C(OC1=CC=C(C=C1)C1=NC=2N(C=C1)N=CC2)C2=CC=CC=C2)(F)F